1-(cyclohex-2-en-1-yl)-N-[6-(piperazin-1-yl)-2-(pyrrolidin-1-yl)pyrimidin-4-yl]-1H-pyrazolo[4,3-c]pyridin-6-amine C1(C=CCCC1)N1N=CC=2C=NC(=CC21)NC2=NC(=NC(=C2)N2CCNCC2)N2CCCC2